(3,4-difluoro-benzoyl)-4,4-dimethyl-5,6-dihydro-4H-thieno[2,3-d]azepin-8-carboxylic acid ethyl ester C(C)OC(=O)C1=CNCC(C2=C1SC(=C2)C(C2=CC(=C(C=C2)F)F)=O)(C)C